1-chloro-5-(vinyloxy)pentane ClCCCCCOC=C